COCO[C@H]1C[C@H]2[C@H]([C@H]([C@H]3[C@@H]4CC[C@H]([C@@H](CCC(=O)N)C)[C@]4(CC[C@@H]3[C@]2(CC1)C)C)OCOC)CC 3α,7α-Dimethoxymethyloxy-6α-ethyl-5β-cholan-24-amide